m-isopropylbenzene hydroperoxide [O-]O.C(C)(C)C=1C=CC=CC1